CC1=NC2=C(N1C1=CC=CC=C1)C=CC(=C2)C2=CC=C(C=C2)NC(=O)NCCN2CCCCC2 1-(4-(2-methyl-1-phenyl-1H-benzoimidazol-5-yl)phenyl)-3-(2-(piperidin-1-yl)ethyl)urea